NCC(CN(CCCCCCCC(=O)OC(CCCCCCCC)CCCCCCCC)CCCCCCOC(=O)OCCCCCCCCC)C heptadecan-9-yl 8-((3-amino-2-methylpropyl)(6-(((nonyloxy)carbonyl)oxy)hexyl)amino)octanoate